OCCN(CCO)CC(CS(=O)(=O)O)O 3-(N,N-bis(2-hydroxyethyl)amino)-2-hydroxypropanesulfonic acid